N12C(=CCSC2CC1)C(=O)O 5-thia-1-aza-bicyclo[4.2.0]oct-2-ene-2-carboxylic acid